P(=O)(OC)(OC[C@H](CCCCCCCCCCCCCCCCCCCC)OC=1C=NC(=CC1)C#N)O methyl ((S)-2-((6-cyanopyridin-3-yl)oxy) docosyl) hydrogen phosphate